2-hydroxybehenate OC(C(=O)[O-])CCCCCCCCCCCCCCCCCCCC